C1(=CC=CC=C1)[C@H]1[C@@H](C1)NC1CC(CCC1)N N1-((trans)-2-phenylcyclopropyl)cyclohexane-1,3-diamine